5-(5-methyl-1,3,4-oxadiazol-2-yl)-5-azaspiro[2.5]octane-8-carboxylic acid CC1=NN=C(O1)N1CC2(CC2)C(CC1)C(=O)O